7-isopropoxy-2-(3-methoxybicyclo[1.1.1]pentan-1-yl)-N-(2-methoxypyridin-3-yl)imidazo[1,2-a]pyridine-6-carboxamide trifluoroacetate FC(C(=O)O)(F)F.C(C)(C)OC1=CC=2N(C=C1C(=O)NC=1C(=NC=CC1)OC)C=C(N2)C21CC(C2)(C1)OC